C(CCCCCCCCCCCCC)N1C(=C(C(C=C1)=O)OCC=C)C#N N-tetradecyl-2-cyano-3-(2-propen-1-yloxy)-pyridin-4-one